FC(C1=C2C3(C(N(C2=CC=C1)C1=CC=NN1C)=O)CCCCC3)F 4'-(difluoromethyl)-1'-(1-methyl-1H-pyrazol-5-yl)spiro[cyclohexane-1,3'-indoline]-2'-one